2-(2-(4,6-diphenylpyrimidin-2-yl)-3,4,5,6-tetrakis(5H-pyrido[4,3-b]indol-5-yl)phenyl)benzo[d]oxazole C1(=CC=CC=C1)C1=NC(=NC(=C1)C1=CC=CC=C1)C1=C(C(=C(C(=C1N1C2=C(C=3C=CC=CC13)C=NC=C2)N2C1=C(C=3C=CC=CC23)C=NC=C1)N1C2=C(C=3C=CC=CC13)C=NC=C2)N2C1=C(C=3C=CC=CC23)C=NC=C1)C=1OC2=C(N1)C=CC=C2